6-Fluoro-2-[1-(4-fluorophenyl)-3-phenyl-1H-pyrazol-5-yl]quinoline FC=1C=C2C=CC(=NC2=CC1)C1=CC(=NN1C1=CC=C(C=C1)F)C1=CC=CC=C1